C(#N)C1=CC(=C(COC2=NC=CC(=N2)C2=C(C=C(C=C2)CC(=O)O)F)C=C1)F 2-(4-(2-((4-cyano-2-fluorobenzyl)oxy)pyrimidin-4-yl)-3-fluorophenyl)acetic acid